C(C)(C)(C)C1=C(C(=CC(=C1)C)C)O 2-tert-butyl-4,6-xylenol